ClCCOC(CC1(C(N2C(C=3C=CC=CC13)=CC=1C(=CC(=CC12)Cl)Cl)=O)C)=O 2-chloroethyl-2-(9,11-dichloro-5-methyl-6-oxo-5,6-dihydroindolo[2,1-a]isoquinolin-5-yl)acetate